N-{1-[3-(trifluoromethyl)phenyl]-1H-indazol-4-yl}benzamide FC(C=1C=C(C=CC1)N1N=CC2=C(C=CC=C12)NC(C1=CC=CC=C1)=O)(F)F